7,8-dichloro-10-hydroxy-1,5,5-trimethyl-3,4,5,6-tetrahydroazepino[4,5-b]indol-2(1H)-one ClC1=C(C=C(C=2C3=C(NC12)C(CNC(C3C)=O)(C)C)O)Cl